CN(CCOC1=CC(=C(C(=C1)F)F)F)CCOC1=CC(=C(C(=C1)F)F)F N-methyl-2-(3,4,5-trifluorophenoxy)-N-(2-(3,4,5-trifluorophenoxy)ethyl)ethan-1-amine